C(C)(C)C1=C(C=CC(=C1)C)/C=C/C=O (E)-3-(2-isopropyl-4-methylphenyl)acrylaldehyde